3-iodo-5-methoxy-1H-pyrazolo[4,3-b]pyridine IC1=NNC=2C1=NC(=CC2)OC